BrC=1C=C2C=C(C(=NC2=CC1)OC)CC1=CC(=CC=C1)C 6-bromo-2-methoxy-3-(3-methylbenzyl)quinoline